ClC=1C(=NC(=NC1)NC1CCOCC1)C1=CC=C2CN(C(C2=C1)=O)CC(N1CC2=CC=CC=C2CC1C(F)(F)F)=O 6-{5-chloro-2-[(oxacyclohex-4-yl)amino]pyrimidin-4-yl}-2-{2-oxo-2-[3-(trifluoromethyl)-1,2,3,4-tetrahydroisoquinolin-2-yl]ethyl}-2,3-dihydro-1H-isoindol-1-one